N-[[1-[(1R)-3-(hydroxyamino)-1-(2-naphthylmethyl)-oxo-propyl]triazol-4-yl]methyl]-1-methyl-imidazole-4-carboxamide ONC(C[C@@H](CC1=CC2=CC=CC=C2C=C1)N1N=NC(=C1)CNC(=O)C=1N=CN(C1)C)=O